The molecule is a dihydroxybenzoate having the two hydroxy groups located at the 3- and 4-positions. It derives from a benzoate. It is a conjugate base of a 3,4-dihydroxybenzoic acid. C1=CC(=C(C=C1C(=O)O)O)[O-]